FC=1C=C(C=C(C1)F)C1=CC=C(C=C1)C(C(F)(F)F)F 3,5-difluoro-4'-(1,2,2,2-tetrafluoroethyl)-1,1'-Biphenyl